NC(=C(C#N)Br)C 3-amino-2-bromobut-2-enenitrile